pyridazine-5(6H)-carboxylate N1N=CC=C(C1)C(=O)[O-]